NC1=C(C=2C(=NC(=C(C2)C)C)N1C1=C(C(=CC=C1C)O)C)C(=O)N1CCNCC1 (2-Amino-1-(3-hydroxy-2,6-dimethylphenyl)-5,6-dimethyl-1H-pyrrolo[2,3-b]pyridin-3-yl)(piperazin-1-yl)methanone